N1=CC(=CC=C1)N1N=C2C=CC=C(C2=C1)C(=O)N 2-(3-pyridyl)indazole-4-carboxamide